C(CCCC(=O)[O-])(=O)OCC(CCCCCCCC)CCCCCC (2-hexyldecyl) pentanedioate